1,3,5-tri-ethyl-benzene C(C)C1=CC(=CC(=C1)CC)CC